N[C@H]1C2N(CC1CC2)C(=O)C2=CC1=C(N(C(=N1)C1=CC=3C(=NC(=CC3)C3=CC(=C(C=C3)O)C3=CC=NO3)N1CC1CC1)C)C(=C2)OC 4-(2-{5-[(7R)-7-amino-2-azabicyclo[2.2.1]heptane-2-carbonyl]-7-methoxy-1-methyl-1H-1,3-benzodiazol-2-yl}-1-(cyclopropylmethyl)-1H-pyrrolo[2,3-b]pyridin-6-yl)-2-(1,2-oxazol-5-yl)phenol